7-(1H-imidazol-5-yl)-3-isopropyl-2-(methyl(2-(tetrahydrofuran-2-yl)ethyl)amino)imidazo[2,1-f][1,2,4]triazin-4(3H)-one N1C=NC=C1C1=CN=C2C(N(C(=NN21)N(CCC2OCCC2)C)C(C)C)=O